3,6,10,14-tetramethylpentadeca-4,5-dien-2-one CC(C(C)=O)C=C=C(CCCC(CCCC(C)C)C)C